pentafluorophenyl 2,2-dipropionamidoacetate C(CC)(=O)NC(C(=O)OC1=C(C(=C(C(=C1F)F)F)F)F)NC(CC)=O